C(C)(C)(C)OC(CN(C)C(\C=C\CN(C)C)=O)=O.NCC[N+](C)(C)C 2-aminoethyl-(trimethyl)azanium tert-butyl-(E)-N-(4-(dimethylamino)but-2-enoyl)-N-methylglycinate